O1N=CC(=C1)C1(CC1)N 1-isoxazol-4-ylcyclopropanamine